trans-N-[4-(3-cyanophenyl)-5-(2,6-dimethyl-4-pyridinyl)thiazol-2-yl]-2,5-dimethyl-piperazine-1-carboxamide C(#N)C=1C=C(C=CC1)C=1N=C(SC1C1=CC(=NC(=C1)C)C)NC(=O)N1[C@H](CN[C@@H](C1)C)C